[Br-].C(CCCCCCCCCCCCCCC)N1C(N(C=C1)C)C 1-hexadecyl-2,3-dimethyl-imidazole bromide